Cl.FC=1C=C(C=CC1)[C@H](CNC(C[C@H]1CN(CCC1)S(=O)(=O)C)(C)C)O (R)-1-(3-Fluorophenyl)-2-((2-methyl-1-((S)-1-(methylsulfonyl)-piperidin-3-yl)propan-2-yl)amino)ethan-1-ol hydrochloride